FC1=C(C(=C(C(=C1F)F)F)F)OC(=O)C=1C=NC2=CC=C(C=C2C1)CP(=O)(OCC)OCC 6-((diethoxyphosphoryl)methyl)quinoline-3-carboxylic acid perfluorophenyl ester